10,10'-[5-(6-[1,1'-biphenyl]-4-yl-2-phenyl-4-pyrimidinyl)-1,3-phenylene]bis[9,10-dihydro-9,9-dimethyl-acridine] C1(=CC=C(C=C1)C1=CC(=NC(=N1)C1=CC=CC=C1)C=1C=C(C=C(C1)N1C=2C=CC=CC2C(C2=CC=CC=C12)(C)C)N1C=2C=CC=CC2C(C2=CC=CC=C12)(C)C)C1=CC=CC=C1